6-chloro-7-(2-fluorophenyl)-4-((2S)-2-methyl-4-(2-propenoyl)-1-piperazinyl)-1-(3-(2-propanyl)-2-pyridinyl)pyrido[2,3-d]pyrimidin-2(1H)-one ClC1=CC2=C(N(C(N=C2N2[C@H](CN(CC2)C(C=C)=O)C)=O)C2=NC=CC=C2C(C)C)N=C1C1=C(C=CC=C1)F